3,12-bis(carboxymethyl)-6,9-dioxa-3,12-di-azatetradecanedioic acid C(=O)(O)CN(CC(=O)O)CCOCCOCCN(CC(=O)O)CC(=O)O